CC1=NC=2N(C(=C1)N1CCOCC1)N=C(C2)C2=CC=NC=C2 4-(5-methyl-2-(pyridin-4-yl)pyrazolo[1,5-a]pyrimidin-7-yl)morpholine